C(C1=CC=CC=C1)OC=1C(=C(C(=NC1C)NC(=O)C=1NC2=CC=C(C=C2C1)Br)C)C N-(5-(benzyloxy)-3,4,6-trimethylpyridin-2-yl)-5-bromo-1H-indole-2-carboxamide